FC1=C(CC2=NC3=C(N2C[C@H]2OCC2)C=C(C=C3)C(=O)O)C=C(C(=C1)C1=NC(=CC=C1)OCC1=CC=C(C=C1)I)F (S)-2-(2,5-difluoro-4-(6-((4-iodobenzyl)oxy)pyridin-2-yl)benzyl)-1-(oxetan-2-ylmethyl)-1H-benzo[d]imidazole-6-carboxylic acid